o-toluoyl chloride CC1=CC=CC=C1C(=O)Cl